NC1=NC=CC(=C1O[C@@H]1COCC1)COC=1C(=NC=C(N1)Br)N (S)-3-((2-amino-3-((tetrahydrofuran-3-yl)oxy)pyridin-4-yl)methoxy)-5-bromopyrazin-2-amine